C(C)(C)(C)OC(=O)NCCC([C@H](C(=O)O)NC(=O)OC1=CC=CC=C1)(C)C (R)-5-((tert-butoxycarbonyl)amino)-3,3-dimethyl-2-((phenoxycarbonyl)amino)pentanoic acid